5-[[(2R,3S,4S,5S)-3-(3,4-difluoro-2-methoxy-phenyl)-4,5-dimethyl-5-(trifluoromethyl)tetrahydrofuran-2-carbonyl]amino]pyridine-3-carboxamide FC=1C(=C(C=CC1F)[C@H]1[C@@H](O[C@@]([C@H]1C)(C(F)(F)F)C)C(=O)NC=1C=C(C=NC1)C(=O)N)OC